COC1=CC=2SC(=CC2C2=C1SC=C2)C(C)=O 1-(5-methoxybenzo[1,2-b:4,3-b']dithiophen-2-yl)ethane-1-one